FC1(CCC(CC1)/C=C/C=1C=C(C2=C(OCO2)C1)NC(=O)[C@H]1N(C(NC1)=O)C)F (S,E)-N-(6-(2-(4,4-Difluorocyclohexyl)vinyl)benzo[d][1,3]dioxol-4-yl)-3-methyl-2-oxoimidazolidine-4-carboxamide